C(C)N1N=CC(=C1)NC(=O)C1=CC=2N(C=C1)N=C(C2CC)C(C2=CC=CC=C2)(C2=CC=CC=C2)O 3-Ethyl-2-(hydroxy-diphenyl-methyl)-pyrazolo[1,5-a]pyridine-5-carboxylic acid (1-ethyl-1H-pyrazol-4-yl)-amide